tert-butyl (4-((4-cyanophenyl)sulfonyl)phenyl)carbamate C(#N)C1=CC=C(C=C1)S(=O)(=O)C1=CC=C(C=C1)NC(OC(C)(C)C)=O